tert-butyl (1S,2S,5R)-2-{[(tert-butyldimethylsilyl)oxy]methyl}-3,8-diazabicyclo[3.2.1]octane-8-carboxylate [Si](C)(C)(C(C)(C)C)OC[C@@H]1[C@@H]2CC[C@H](CN1)N2C(=O)OC(C)(C)C